2,9-dimethylfluoren CC1=CC=2C(C3=CC=CC=C3C2C=C1)C